3-[[1-(tert-butoxycarbonyl)-4-[5-(pyridin-4-yl)-4H-1,2,4-triazol-3-yl]piperidin-4-yl]amino]benzoic acid C(C)(C)(C)OC(=O)N1CCC(CC1)(C1=NN=C(N1)C1=CC=NC=C1)NC=1C=C(C(=O)O)C=CC1